(R)-2,7-diazaspiro[4.5]decane-7-carboxylic acid tert-butyl ester C(C)(C)(C)OC(=O)N1C[C@@]2(CCNC2)CCC1